FC(CN1C(=NC=2C1=NC(=CC2)C2=CNC=1N=C(N=CC12)NC1CCN(CC1)C)C)F 5-(3-(2,2-difluoroethyl)-2-methyl-3H-imidazo[4,5-b]pyridin-5-yl)-N-(1-methylpiperidin-4-yl)-7H-pyrrolo[2,3-d]pyrimidin-2-amine